C(=O)(O)C1(CC1)CCCCC=1C=C(C=CC1)CCCCCCC1(CC1)C(=O)O 1-(6-(3-(4-(1-carboxycyclopropyl)butyl)phenyl)hexyl)cyclopropane-1-carboxylic acid